dimethyldodeca-6,10-dien-3-one CC(CC(CCC=CCCC=CC)=O)C